N1[C@H]2[C@@](CCC1)(CCC2)C(=O)OCC ethyl (4aS,7aR)-octahydro-4aH-cyclopenta[b]pyridine-4a-carboxylate